FC1(CC(C1)CN1N=C(C(=C1C(=O)NC1=CC(=NC=C1)S(=O)(=O)C)C)C(C(F)(F)F)(F)F)F 1-((3,3-difluorocyclobutyl)methyl)-4-methyl-N-(2-(methylsulfonyl)pyridin-4-yl)-3-(perfluoroethyl)-1H-pyrazole-5-carboxamide